5-(((S)-1-(3-oxo-3-((R)-3-(trifluoromethyl)-5,6,6a,7,9,10-hexahydro-8H-pyrazino[1,2-a][1,8]naphthyridin-8-yl)propoxy)prop-2-yl)amino)-4-(trifluoromethyl)pyridazin-3(2H)-one O=C(CCOC[C@H](C)NC1=C(C(NN=C1)=O)C(F)(F)F)N1C[C@@H]2N(C=3N=CC(=CC3CC2)C(F)(F)F)CC1